C(CCCCCCC\C=C/C\C=C/CCCCC)N(CCCO)CCCCCCCC\C=C/C\C=C/CCCCC 3-(bis((9Z,12Z)-octadeca-9,12-dien-1-yl)amino)propan-1-ol